ClC1=C(C(=O)N(C2(CC2)C#N)COC(CCC(=O)O)=O)C=C(C=C1)C=1C=NN(C1)C=1N(N=C(C1C(F)(F)F)C(C(F)(F)F)(F)F)C 4-{[{2-Chloro-5-[2'-methyl-5'-(pentafluoroethyl)-4'-(trifluoromethyl)-2'H-[1,3'-bipyrazol]-4-yl]benzoyl}(1-cyanocyclopropyl)amino]methoxy}-4-oxobutanoic acid